4-(4-(3,8-diazabicyclo-[3.2.1]octan-3-yl)-2-(((2R,7aS)-2-fluorotetra-hydro-1H-pyrrolizin-7a(5H)-yl)methoxy)-6-methoxypyrido-[3,2-d]-pyrimidin-7-yl)naphthalen-2-ol C12CN(CC(CC1)N2)C=2C1=C(N=C(N2)OC[C@]23CCCN3C[C@@H](C2)F)C=C(C(=N1)OC)C1=CC(=CC2=CC=CC=C12)O